C1(CC1)C=1C=NC(=NC1)NC(=O)[C@@H]1NCCCC1 (2R)-N-(5-cyclopropylpyrimidin-2-yl)piperidine-2-carboxamide